N-(3-(2-cyanocyclopropyl)-1-(4-(1,1-difluoroethyl)pyrimidin-2-yl)-1H-pyrazolo[4,3-c]pyridin-6-yl)acetamide C(#N)C1C(C1)C1=NN(C2=C1C=NC(=C2)NC(C)=O)C2=NC=CC(=N2)C(C)(F)F